behenyl-lauric Acid C(CCCCCCCCCCCCCCCCCCCCC)C(C(=O)O)CCCCCCCCCC